ClC1=CC=C(CN2C(NC3=C2C=C(C=C3[N+](=O)[O-])C=3C(=NOC3C)C)=O)C=C1 1-(4-chlorobenzyl)-6-(3,5-dimethylisoxazol-4-yl)-4-nitro-1H-benzo[d]imidazol-2(3H)-one